6-(2,3-dichloro-6-hydroxyphenyl)-3-ethyl-3,5,6,7-tetrahydro-4H-cyclopenta[d]pyrimidin-4-one ClC1=C(C(=CC=C1Cl)O)C1CC2=C(N=CN(C2=O)CC)C1